NC=1C(=C(C=C2C=C(N=CC12)NC(OC1CC(C1)N1CC(C1)F)=O)C1=C(C2=C(OCCN2)N=C1)C)F 3-(3-Fluoroazetidin-1-yl)cyclobutyl (8-amino-7-fluoro-6-(8-methyl-2,3-dihydro-1H-pyrido[2,3-b][1,4]oxazin-7-yl)isoquinolin-3-yl)carbamate